N-[2-(dimethylamino)ethyl]-3-[5-(4-fluorophenyl)-1-[2-(trifluoromethyl)phenyl]pyrrol-2-yl]benzamide hydrochloride Cl.CN(CCNC(C1=CC(=CC=C1)C=1N(C(=CC1)C1=CC=C(C=C1)F)C1=C(C=CC=C1)C(F)(F)F)=O)C